1-(4-benzyl-3-oxo-3,4-dihydro-2H-benzo[b][1,4]thiazin-6-yl)-3-(5-(isothiazol-4-yl)-1H-indol-3-yl)urea C(C1=CC=CC=C1)N1C2=C(SCC1=O)C=CC(=C2)NC(=O)NC2=CNC1=CC=C(C=C21)C=2C=NSC2